1-(difluoromethyl)-2-(3-methoxyphenyl)-1,2,3,4-tetrahydroisoquinoline FC(C1N(CCC2=CC=CC=C12)C1=CC(=CC=C1)OC)F